N1N=NN=C1CN1N=C2C(N(CCOC2=C1)C1=C(C=C(C=C1)C1=NC2=CC=C(C=C2C=N1)C(F)(F)F)C)=O 2-((1H-tetrazol-5-yl)methyl)-7-(2-methyl-4-(6-(trifluoromethyl)-quinazolin-2-yl)phenyl)-6,7-dihydro-2H-pyrazolo[3,4-f][1,4]oxazepin-8(5H)-one